(Z)-2-(1-(3-fluoro-4,5-dimethoxybenzylidene)-5,6-dimethoxy-2-methyl-1H-inden-3-yl)acetic acid FC=1C=C(\C=C/2\C(=C(C3=CC(=C(C=C23)OC)OC)CC(=O)O)C)C=C(C1OC)OC